CC=1C=C(C=CC1OC1=CC=NC2=CC=C(C=C12)S(=O)(=O)C)CC(=O)O 2-(3-methyl-4-((6-(methylsulfonyl)quinolin-4-yl)oxy)phenyl)acetic acid